CC(C(C)=O)(NC1=CC(=CC(=C1)NC(C(C)=O)(C)C)NC(C(C)=O)(C)C)C 1,3,5-tri(dimethylisopropoylamino)benzene